NC=1C(=C(C=CC1N)C1(CCC(CC1)(F)F)C(=O)N1CC(C1)(F)F)F [1-(3,4-diamino-2-fluorophenyl)-4,4-difluorocyclohexyl](3,3-difluoroazetidin-1-yl)-methanone